C(C)(=O)C=1C(=NC(=CC1)N1C=NC2=C1C=C(C=C2)NC=2N=NC(=CC2)C)N2N=CC(=C2C)C#N 1-[3-acetyl-6-[6-[(6-methylpyridazin-3-yl)amino]benzimidazol-1-yl]-2-pyridyl]-5-methyl-pyrazole-4-carbonitrile